C(C1=CC=C(C=C1)OC)(=O)OCCC n-propyl anisate